ClC1=NC=C(C(=C1)NC(C)C)C=1NC(=C(N1)C)C 2-chloro-5-(4,5-dimethyl-1H-imidazol-2-yl)-N-isopropylpyridin-4-amine